ClC1=NC=C(C(=C1NC(OC(C)(C)C)=O)C=O)C tert-Butyl N-(2-chloro-4-formyl-5-methylpyridin-3-yl)carbamate